(2-Morpholinoethyl)-6-(2-m-tolylpyridin-3-yl)-1H-benzo[d]imidazole O1CCN(CC1)CCN1C=NC2=C1C=C(C=C2)C=2C(=NC=CC2)C=2C=C(C=CC2)C